N-[5-(2-chloro-5-cyanophenyl)-1-trityl-1H-indazol-3-yl]-3-(morpholin-4-yl)cyclobutanecarboxamide ClC1=C(C=C(C=C1)C#N)C=1C=C2C(=NN(C2=CC1)C(C1=CC=CC=C1)(C1=CC=CC=C1)C1=CC=CC=C1)NC(=O)C1CC(C1)N1CCOCC1